OC1=C(C=CC(=C1)O)C(\C=C\C1=CC=C(C=C1)O)=O (E)-1-(2,4-Dihydroxyphenyl)-3-(4-hydroxyphenyl)prop-2-en-1-one